1-((1-methoxycyclopropyl)methyl)-1H-benzo[d]imidazole-6-carboxylic acid COC1(CC1)CN1C=NC2=C1C=C(C=C2)C(=O)O